7,8-dichloro-6-(2,6-difluorophenyl)-N,N-dimethyl-4H-[1,2,4]triazolo[1,5-a][1,4]benzodiazepine-2-carboxamide ClC1=C(C=CC2=C1C(=NCC=1N2N=C(N1)C(=O)N(C)C)C1=C(C=CC=C1F)F)Cl